4-(aminomethyl)benzoic acid [4-(hydroxymethyl) phenyl] ester OCC1=CC=C(C=C1)OC(C1=CC=C(C=C1)CN)=O